FC1=CC=C(OC2=C(N=C3N2CCN(C3(C)C)CCO)C3=CC=C(C=C3)F)C=C1 2-(3-(4-fluorophenoxy)-2-(4-fluorophenyl)-8,8-dimethyl-5,6-dihydroimidazo[1,2-a]pyrazin-7(8H)-yl)ethan-1-ol